C(C=1C(C(=O)OCCCC)=CC=CC1)(=O)OCCCC di(n-butyl) phthalate